O=C1N(CCC(N1)=O)C1=NN(C2=CC(=CC=C12)C1CCN(CC1)CC1CN(CCC1)C(=O)OC(C)(C)C)C Tert-butyl 3-((4-(3-(2,4-dioxotetrahydropyrimidin-1(2H)-yl)-1-methyl-1H-indazol-6-yl)piperidin-1-yl)methyl)piperidine-1-carboxylate